C(C)OC(C1=CC=C(C=C1)[C@H](CC(C)C)N1N=CC2=CC(=C(C=C12)C)C1=C(C=C(C=C1)C(F)(F)F)C)=O (S)-4-(3-methyl-1-(6-methyl-5-(2-methyl-4-(trifluoromethyl)phenyl)-1H-indazole-1-Yl)butyl)benzoic acid ethyl ester